tert-butyl (3SR,4RS)-4-(2-aminothiazol-5-yl)-3-fluoro-piperidine-1-carboxylate NC=1SC(=CN1)[C@H]1[C@@H](CN(CC1)C(=O)OC(C)(C)C)F |r|